tert-butyl (4-(4-(2-((tert-butyldiphenylsilyl)oxy)ethyl)piperidin-1-yl)-2-fluorophenyl)carbamate [Si](C1=CC=CC=C1)(C1=CC=CC=C1)(C(C)(C)C)OCCC1CCN(CC1)C1=CC(=C(C=C1)NC(OC(C)(C)C)=O)F